NC(C(=O)O)(CCCCB(O)O)C1CC2CCC(C1)N2CC2=CC=C(C=C2)OC(F)(F)F 2-amino-6-borono-2-(8-(4-(trifluoromethoxy)benzyl)-8-azabicyclo[3.2.1]octan-3-yl)hexanoic acid